CC(CCCCCCCCCCC)CCCCCCCCCCCCCCCC 12-methyloctacosane